O=S1(CCC(CC1)NC1=C2C=C(N(C2=CC=C1)CC(F)(F)F)C#CCNC=1C=CC(=NC1)C(=O)N(C)O)=O 5-[(3-{4-[(1,1-dioxo-1λ6-thian-4-yl)amino]-1-(2,2,2-trifluoroethyl)-1H-indol-2-yl}prop-2-yn-1-yl)amino]-N-hydroxy-N-methylpyridine-2-carboxamide